tert-Butyl 3-(3-acetyl-5-chloro-2-ethoxy-6-fluorophenyl)azetidine-1-carboxylate C(C)(=O)C=1C(=C(C(=C(C1)Cl)F)C1CN(C1)C(=O)OC(C)(C)C)OCC